COCCNC(C)C N-(2-methoxyethyl)isopropylamine